FC(C(C#CC1=C2CCCN(C2=CN=C1)C1=NC(NC2=CC=C(C(=C12)F)F)=O)(C)C)(C)F 4-(5-(4,4-difluoro-3,3-dimethylpent-1-yn-1-yl)-3,4-dihydro-1,7-naphthyridin-1(2H)-yl)-5,6-difluoroquinazolin-2(1H)-one